FC(C=1C=C(C=CC1)C1=CC=CO1)(F)F 5-(3-trifluoromethyl-phenyl)furan